C(C1=CC=CC=C1)OC1=C2C(=C(N(C2=CC=C1F)C1=CC(=C(C=C1)F)C)C1(CCC1)CC#N)C1=CC=C(C(=O)OC)C=C1 methyl 4-(4-(benzyloxy)-2-(1-(cyanomethyl)cyclobutyl)-5-fluoro-1-(4-fluoro-3-methylphenyl)-1H-indol-3-yl)benzoate